4-(3-{[4-(4-aminophenyl)piperazin-1-yl]carbonyl}-4-fluorobenzyl)phthalazin-1(2H)-one NC1=CC=C(C=C1)N1CCN(CC1)C(=O)C=1C=C(CC2=NNC(C3=CC=CC=C23)=O)C=CC1F